3-(4-phenoxyphenyl)-1H-pyrazolo[3,4-d]pyrimidin-4-amine O(C1=CC=CC=C1)C1=CC=C(C=C1)C1=NNC2=NC=NC(=C21)N